C(CC1=CC=C(C(=O)OC)C=C1)(=O)OC dimethyl homoterephthalate